ClC=1C=CC(=NC1)N1CC(N(C2(CC(C2)C=2OC(=NN2)C2CC2)C1=O)CC1=CC=C(C=C1)F)=O 8-(5-chloropyridin-2-yl)-2-(5-cyclopropyl-1,3,4-oxadiazol-2-yl)-5-(4-fluorobenzyl)-5,8-diazaspiro[3.5]nonane-6,9-dione